O=C1NC2=C(N1)C=CC(=C2)NS(=O)(=O)C2CCNCC2 N-(2-oxo-2,3-dihydro-1H-benzo[d]imidazol-5-yl)piperidine-4-sulfonamide